C(=O)(O)CNC(=O)C1=CC=C(C(=O)NCC(=O)O)C=C1 2-[[4-(Carboxymethylcarbamoyl)benzoyl]amino]acetic acid